FC(CCC1=NOC(=C1)C(=O)O)(F)F 3-(3,3,3-trifluoropropyl)isoxazole-5-carboxylic acid